C1(CC1)CCN(C(=O)OCC1=C(C=NN1C)C1=CC=C(OC2CCCCC2)C=C1)C (1S,3S)-3-(4-(5-((((2-Cyclopropylethyl)(methyl)carbamoyl)oxy)methyl)-1-methyl-1H-pyrazol-4-yl)phenoxy)cyclohexan